C(#N)C=1C(=CC(=NC1)NC(N(C)C1=NC(=C(C=C1)CN1C(CN(CC1)C)=O)C=O)=O)NC1COCC1 3-(5-cyano-4-((tetrahydrofuran-3-yl)amino)pyridin-2-yl)-1-(6-formyl-5-((4-methyl-2-oxopiperazin-1-yl)methyl)pyridin-2-yl)-1-methylurea